NC1=C2N=CNC2=NC(=N1)C#CC(C)(O)C 4-(6-amino-9H-purin-2-yl)-2-methylbut-3-yn-2-ol